C(N)(OC#CCCC)=O pentynyl carbamate